5-(METHYLTHIO)PYRIDINE-3-BORONIC ACID CSC=1C=C(C=NC1)B(O)O